N-[3-(7-{[(3S,4R)-3-fluoro-1-methylpiperidin-4-yl]amino}-3-(2,2,2-trifluoroethyl)pyrazolo[1,5-a]pyridin-2-yl)prop-2-yn-1-yl]-1,2-dimethyl-1H-imidazole-4-carboxamide F[C@H]1CN(CC[C@H]1NC1=CC=CC=2N1N=C(C2CC(F)(F)F)C#CCNC(=O)C=2N=C(N(C2)C)C)C